CN1CC(CC1)N1N=CC=C1 (1-methylpyrrolidin-3-yl)-1H-pyrazole